1-(2-phenyloxazol-5-yl)cyclopropanecarbonitrile C1(=CC=CC=C1)C=1OC(=CN1)C1(CC1)C#N